4-Amino-6-(methoxycarbonyl)pyridin-3-ylboronic acid NC1=C(C=NC(=C1)C(=O)OC)B(O)O